FC1(CCN(CCC1)C1=C(C(=O)NC2=CC(=CC=C2)[S@@](=O)(=N)C)C(=C(C=N1)C=1C(=NNC1C)C)C)F (R)-2-(4,4-difluoroazepan-1-yl)-5-(3,5-dimethyl-1H-pyrazol-4-yl)-4-methyl-N-(3-(S-methylsulfonimidoyl)phenyl)nicotinamide